O.O.O.FC1=NC=CC=C1B(O)O 2-FLUOROPYRIDINE-3-BORONIC ACID TRIHYDRATE